Methyl 3-(4-chloro-3-fluorophenyl)-3-hydroxycyclobutane-1-carboxylate ClC1=C(C=C(C=C1)C1(CC(C1)C(=O)OC)O)F